(S)-(4-(5-fluorobenzo[d]oxazol-2-yl)-6,7-dihydro-1H-imidazo[4,5-c]pyridin-5(4H)-yl)(2-(pyridin-2-yl)-4-(trifluoromethyl)oxazol-5-yl)methanone FC=1C=CC2=C(N=C(O2)[C@H]2N(CCC3=C2N=CN3)C(=O)C3=C(N=C(O3)C3=NC=CC=C3)C(F)(F)F)C1